[Si](C)(C)(C(C)(C)C)OC[C@H](C(=C)C1CC1)NC(OC(C)(C)C)=O tert-butyl (S)-1-(tert-butyldimethylsilyloxy)-3-cyclopropylbut-3-en-2-ylcarbamate